N-[(2E)-3-[(4-fluorophenyl)(imino)oxo-λ6-sulfanyl]prop-2-en-1-yl]-2-oxo-1,2,5,6,7,8-hexahydroquinoline-3-carboxamide FC1=CC=C(C=C1)S(/C=C/CNC(=O)C=1C(NC=2CCCCC2C1)=O)(=O)=N